(4-(1-(piperidin-4-ylmethyl)piperidin-4-yl)phenyl)piperidine-2,6-dione N1CCC(CC1)CN1CCC(CC1)C1=CC=C(C=C1)N1C(CCCC1=O)=O